C1(CC1)C=1C=C(C(N(C1)C(C)C)=O)NC1=NC=2C(=NC(=CC2)OC2=CC(=NC=C2)NC(C)=O)N1C N-(4-((2-((5-cyclopropyl-1-isopropyl-2-oxo-1,2-dihydropyridin-3-yl)amino)-3-methyl-3H-imidazo[4,5-b]pyridin-5-yl)oxy)pyridin-2-yl)acetamide